N1(N=CN=C1)CCOC=1C=CC=C2C=C(N(C12)CC1CC1)C1=NN2C(C(=CC(=C2)C(=O)N2C[C@@H](C[C@H](C2)F)N)OC)=C1C (2-(7-(2-(1H-1,2,4-triazol-1-yl)ethoxy)-1-(cyclopropylmethyl)-1H-indol-2-yl)-4-methoxy-3-methylpyrazolo[1,5-a]pyridin-6-yl)((3r,5r)-3-amino-5-fluoropiperidin-1-yl)methanone